OC=1C(=CC2=CN(N=C2C1C)C)C1=CC(=C2C=C(C=NC2=N1)N1C[C@H](N([C@H](C1)C)C(=O)OC(C)(C)C)C)C1=NN=CN1 tert-butyl (2R,6S)-4-[7-(6-hydroxy-2,7-dimethylindazol-5-yl)-5-(4H-1,2,4-triazol-3-yl)-1,8-naphthyridin-3-yl]-2,6-dimethylpiperazine-1-carboxylate